Isopropyl (Z)-3-(3-(3,5-bis(trifluoromethyl)phenyl)-1H-1,2,4-triazol-1-yl)-2-(thiazol-2-yl)acrylate FC(C=1C=C(C=C(C1)C(F)(F)F)C1=NN(C=N1)\C=C(\C(=O)OC(C)C)/C=1SC=CN1)(F)F